(4-bromophenyl)-2'-oxospiro[indoline-2,3'-pyrrolidine]-1-carboxylic acid tert-butyl ester C(C)(C)(C)OC(=O)N1C2=CC=CC=C2CC12C(N(CC2)C2=CC=C(C=C2)Br)=O